acryloyloxy-2,2,3,3,4,4,5,5-octafluorohexan methyl-(4-amino-3-methylphenyl)carbamate CN(C(O)=O)C1=CC(=C(C=C1)N)C.C(C=C)(=O)OCC(C(C(C(C)(F)F)(F)F)(F)F)(F)F